5-isocyanatobicyclo[2.2.1]hept-2-ene N(=C=O)C1C2C=CC(C1)C2